FC(C1=C2C=CC=C(C2=CC=C1)C(=O)N1CCC(CC1)C1=CC=C(C(=O)NCCC=2N=NN(C2)CCC(=O)OC)C=C1)(F)F methyl 3-(4-(2-(4-(1-(5-(trifluoromethyl)-1-naphthoyl)piperidin-4-yl)benzamido)ethyl)-1H-1,2,3-triazol-1-yl)propanoate